CC1=NC=C2N1C=C(C=C2)C2=NC(=NC(=N2)N)NC(C)(C2=NC=CC=C2)C 6-(3-methylimidazo[1,5-a]pyridin-6-yl)-N4-[1-methyl-1-(2-pyridyl)ethyl]-1,3,5-triazine-2,4-diamine